NC=1C(=CC(=NC1)C#CC)C1=CC=2N(C=C1)N=C(C2)NC2=NC(=NC(=C2)C)C 5-(5-amino-2-(prop-1-yn-1-yl)pyridin-4-yl)-N-(2,6-dimethylpyrimidin-4-yl)pyrazolo[1,5-a]pyridin-2-amine